1-(1H-pyrazol-4-yl)ethanone N1N=CC(=C1)C(C)=O